4-methyl-aniline CC1=CC=C(N)C=C1